BrC=1N=C(N2C1[C@H](N(CC2)C(=O)O)C)C2=NC(=NS2)C (R)-1-bromo-8-methyl-3-(3-methyl-1,2,4-thiadiazol-5-yl)-5,6-dihydroimidazo[1,5-a]pyrazine-7(8H)-carboxylic acid